C[C@H](CCC=C(C)CO)[C@H]1CC[C@@H]2[C@@]1(CC[C@H]3C2=CCC4[C@@]3(CCCC4)C)C cholesta-7,24-dienol